N1=C(C=CC=C1)C[NH-] N-picolylamide